1-(2,6-Difluoro-4-methoxyphenyl)-2-[4-(difluoromethoxy)benzamido]-N-(4-hydroxycyclohexyl)-1H-imidazole-4-carboxamide FC1=C(C(=CC(=C1)OC)F)N1C(=NC(=C1)C(=O)NC1CCC(CC1)O)NC(C1=CC=C(C=C1)OC(F)F)=O